(R)-2-fluoro-4-(1-(2-methyl-2H-indazol-5-yl)-3-((pyrrolidin-3-ylmethyl)amino)-1H-pyrazol-5-yl)benzonitrile FC1=C(C#N)C=CC(=C1)C1=CC(=NN1C1=CC2=CN(N=C2C=C1)C)NC[C@H]1CNCC1